(9,10-bis(carbazol-2-yl)anthracen-2-yl)boronic acid C1=C(C=CC=2C3=CC=CC=C3NC12)C=1C2=CC=CC=C2C(=C2C=CC(=CC12)B(O)O)C1=CC=2NC3=CC=CC=C3C2C=C1